FC(C=1C=C(C=CC1)N1C(N([C@@H](C1)C#N)C1=CN=CC2=CC=CC=C12)=O)F (S)-1-(3-(difluoromethyl)phenyl)-3-(isoquinolin-4-yl)-2-oxoimidazolidine-4-carbonitrile